FC1=CC=C(C=C1)[C@@H]1[C@@H](C2=CC=C(C=C2CC1)O)C1=CC=C(C=C1)N1CCC(CC1)C=O 1-(4-((1R,2S)-2-(4-fluorophenyl)-6-hydroxy-1,2,3,4-tetrahydronaphthalen-1-yl)phenyl)piperidine-4-carbaldehyde